(2R,3aR,4S,9bS)-4-(4-Hydroxy-phenyl)-2-methyl-1,2,3,3a,4,9b-hexahydro-cyclopenta[c]chromen-8-ol OC1=CC=C(C=C1)[C@H]1OC=2C=CC(=CC2[C@@H]2[C@H]1C[C@@H](C2)C)O